C(C)(C)(C)OC(=O)N1CC(CC1)C=1SC=C(C1)Cl 3-(4-chloro-2-thienyl)pyrrolidine-1-carboxylic acid tert-butyl ester